monochlorodifluorophosphine oxide ClP(F)(F)=O